N-(4-(4-amino-7-methyl-5-(6-(1-methyl-1H-pyrazol-5-yl)pyridin-3-yl)-7H-pyrrolo[2,3-d]pyrimidin-6-yl)phenyl)methacrylamide NC=1C2=C(N=CN1)N(C(=C2C=2C=NC(=CC2)C2=CC=NN2C)C2=CC=C(C=C2)NC(C(=C)C)=O)C